NC=1C(=NC(=CN1)C1=CC(=C2CCN(CC2=C1)C)C)N1N=CC(=C1)C(=O)O 1-(3-amino-6-(2,5-dimethyl-1,2,3,4-tetrahydroisoquinolin-7-yl)pyrazin-2-yl)-1H-pyrazole-4-carboxylic acid